4-chloro-5-iodo-7-((2-(trimethylsilyl)ethoxy)methyl)-7H-pyrrolo[2,3-d]pyrimidine ethyl-1-hexyl-4-phenyl-4-piperidinecarboxylate hydrochloride Cl.C(C)OC(=O)C1(CCN(CC1)CCCCCC)C1=CC=CC=C1.ClC=1C2=C(N=CN1)N(C=C2I)COCC[Si](C)(C)C